3-hydroxy-5-methoxy-8-(phenylsulfonyl)pyrido[4,3-d]pyrimidine-2,4(1H,3H)-dione ON1C(NC2=C(C1=O)C(=NC=C2S(=O)(=O)C2=CC=CC=C2)OC)=O